C(C)(C)(C)OC(=O)N[C@H](CCC(N(C)CCOCC)=O)C(=O)OC Methyl N2-(tert-butoxycarbonyl)-N5-(2-ethoxyethyl)-N5-methyl-D-glutaminate